5-fluoro-4-(7-fluoro-2,3,3-trimethyl-3H-indol-5-yl)-N-(5-(piperazin-1-yl)pyridin-2-yl)pyrimidin FC=1C(=NCN(C1)C1=NC=C(C=C1)N1CCNCC1)C=1C=C2C(C(=NC2=C(C1)F)C)(C)C